ClC1=CC(=C(C=C1)C1=CC=C(C(=O)OC)C=C1)C=1N=CN(C(C1)=O)[C@H]1CCC[C@H](C(NC=2C=NN(C2C=2C=CN=C1C2)C)=O)C methyl 4-(4-chloro-2-{1-[(9R,13S)-3,9-dimethyl-8-oxo-3,4,7,15-tetraazatricyclo[12.3.1.02,6]octadeca-1(18),2(6),4,14,16-pentaen-13-yl]-6-oxo-1,6-dihydropyrimidin-4-yl}phenyl)benzoate